(2S,4R)-1-((S)-2-acetamidopropionyl)-N-(4-(2,4-dimethylthiazol-5-yl)benzyl)-4-hydroxypyrrolidine-2-carboxamide C(C)(=O)N[C@H](C(=O)N1[C@@H](C[C@H](C1)O)C(=O)NCC1=CC=C(C=C1)C1=C(N=C(S1)C)C)C